2-((2,4-dichlorophenyl)amino)-3-(3-methylbutanoyl)quinolin-4(1H)-one ClC1=C(C=CC(=C1)Cl)NC=1NC2=CC=CC=C2C(C1C(CC(C)C)=O)=O